CC1=CN(C(=O)NC1=O)[C@H]2C[C@@H]([C@H](O2)COP(=O)([O-])OP(=O)([O-])O[C@@H]3[C@@H]([C@H]([C@@H](O3)[C@@H](C)O)O)O)O The molecule is a nucleotide-sugar oxoanion arising from deprotonation of the free diphosphate OH groups of dTDP-alpha-D-fucofuranose; major species at pH 7.3. It is a conjugate base of a dTDP-alpha-D-fucofuranose.